(S)-N-(chroman-4-yl)-2-(2,6-dimethyl-pyridin-3-yl)benzo-[d]thiazole-6-carboxamide O1CC[C@@H](C2=CC=CC=C12)NC(=O)C1=CC2=C(N=C(S2)C=2C(=NC(=CC2)C)C)C=C1